perfluoro (n-propyl-allyl) ether C(CC)C=CCOF